3-(piperidin-4-yl)cyclohexan-1-amine N1CCC(CC1)C1CC(CCC1)N